2-furoyl-trifluoroacetone O1C(=CC=C1)C(=O)CC(=O)C(F)(F)F